C1(CC1)C1C[C@H](N(CC1)CC1=C2C=CNC2=C(C=C1OC([2H])([2H])[2H])C)C1=CC=C(C(=O)O)C=C1 4-((2S)-4-cyclopropyl-1-((5-(methoxy-d3)-7-methyl-1H-indol-4-yl)methyl)piperidin-2-yl)benzoic acid